C(C1=CC=CC=C1)OC=1C=CC2=C(C=C(O2)C(=O)C=2NC3=CC=C(C=C3C2)NC(OC(C)(C)C)=O)C1 tert-Butyl (2-(5-(benzyloxy)benzofuran-2-carbonyl)-1H-indol-5-yl)carbamate